CYCLOPENTYLACETIC ACID C1(CCCC1)CC(=O)O